copper (thiadiazole) S1N=NC=C1.[Cu]